7-thiabicyclo[2.2.1]hept-2-ene-2,3-dicarboxylic acid diethyl ester C(C)OC(=O)C=1C2CCC(C1C(=O)OCC)S2